COC=1C=C(C=CC1OC)C1=NN=C(O1)C1=C(C=C(C=C1)CCCCCCCCCCCCCCC)O 2-[5-(3,4-Dimethoxyphenyl)-1,3,4-oxadiazol-2-yl]-5-pentadecyl-phenol